1,6-dihydro-1-hydroxy-6-oxo-2-pyridinone ON1C(CC=CC1=O)=O